2-bromofuran-3-carboxylic acid BrC=1OC=CC1C(=O)O